N1(CCNCC1)C12CC(C1)(C2)C(=O)OC methyl 3-(piperazin-1-yl)bicyclo[1.1.1]pentane-1-carboxylate